α-D-allose O[C@@H]1[C@H](O)[C@H](O)[C@H](O)[C@H](O1)CO